8-(2-(difluoromethyl)-3-fluorophenyl)-9-(4-((1-(3-fluoropropyl)azetidin-3-yl)methyl)phenyl)-6,7-dihydro-5H-benzo[7]annulene-3-carboxylic acid FC(C1=C(C=CC=C1F)C=1CCCC2=C(C1C1=CC=C(C=C1)CC1CN(C1)CCCF)C=CC(=C2)C(=O)O)F